(5aR,5bS,7aS,10aS,10bR,12S,12aR)-2-benzyl-12,12a-dihydroxy-5a,7a-dimethyl-4,5,5a,5b,6,7,7a,9,10,10a,10b,11,12,12a-tetradecahydro-8H-cyclopenta[7,8]phenanthro[2,1-d]thiazol-8-one C(C1=CC=CC=C1)C=1SC2=C(N1)CC[C@@]1([C@H]3CC[C@]4([C@H]([C@@H]3C[C@@H]([C@]12O)O)CCC4=O)C)C